[N+](=O)([O-])C=1C2=CNN=C2C=C(C1)S(=O)(=O)NC(C1=CC=CC=C1)=O N-((4-nitro-2H-indazol-6-yl)sulfonyl)benzamide